C(C)C1=CC=C(C=C1)C=1NC=2N=C3N(C(C2N1)=O)CCCC3 (4-ethylphenyl)-5,6,7,8-tetrahydropyrido[1,2-a]purin-10(3H)-one